tert-butyl [(3S,5R)-5-methyl-1-(5-nitro-2,3-dihydrofuro[2,3-b]pyridin-4-yl)piperidin-3-yl]carbamate C[C@@H]1C[C@@H](CN(C1)C1=C2C(=NC=C1[N+](=O)[O-])OCC2)NC(OC(C)(C)C)=O